C(#N)C1=NN(C=C1I)C(C(=O)NC1=C(C=C(C=C1)C(F)(F)F)C#CC)(C)C 2-(3-cyano-4-iodo-1H-pyrazol-1-yl)-2-methyl-N-(2-(prop-1-yn-1-yl)-4-(trifluoromethyl)phenyl)propanamide